FC=1C=C(C(=O)NC2=CC3=CN(N=C3C=C2N2CCOCC2)CCC(C)(C)O)C=C(C1)[N+](=O)[O-] 3-Fluoro-N-(2-(3-hydroxy-3-methylbutyl)-6-morpholino-2H-indazol-5-yl)-5-nitrobenzamide